C1CCC2CCC3CC4CCCCC4=CC3=C21 dodecahydro-1H-cyclopentaanthracene